3-bromo-2-(5-fluoropyridin-2-yl)-4,5,6,7-tetrahydropyrazolo[1,5-a]pyridine BrC=1C(=NN2C1CCCC2)C2=NC=C(C=C2)F